tert-butyl (4-((6-amino-2-((1-hydroxypentan-2-yl)oxy)-9H-purin-9-yl)-methyl)benzyl)carbamate NC1=C2N=CN(C2=NC(=N1)OC(CO)CCC)CC1=CC=C(CNC(OC(C)(C)C)=O)C=C1